OCC1(CC1)CN1CC(C1)C(C)(C)O 2-(1-((1-(Hydroxymethyl)cyclopropyl)methyl)azetidin-3-yl)propan-2-ol